N-[4-[(6,7-dimethoxy-1,5-naphthyridin-4-yl)oxy]phenyl]-8-oxo-7-thiophen-3-yl-3,4-dihydro-1H-pyrido[2,1-c][1,4]oxazine-9-carboxamide COC=1N=C2C(=CC=NC2=CC1OC)OC1=CC=C(C=C1)NC(=O)C=1C(C(=CN2C1COCC2)C2=CSC=C2)=O